(12S)-7-chloro-13-(2,2-difluoroethyl)-6-fluoro-12-methyl-3-methylsulfonyl-10-oxa-2,4,8,13-tetraazatricyclo[7.4.1.05,14]tetradec-1,3,5,7,9(14)-pentaene ClC=1C(=C2N=C(N=C3N([C@H](COC(N1)=C32)C)CC(F)F)S(=O)(=O)C)F